7-{4-[(3-methyloxetan-3-yl)amino]pyridin-2-yl}pyrrolo[1,2-b]pyridazine-3-carbonitrile CC1(COC1)NC1=CC(=NC=C1)C1=CC=C2N1N=CC(=C2)C#N